CC=1C(=NC(=CC1)C(NCC1=CC=C(C=C1)N1C(=NC=2C1=NC(=CC2)C2=CC=CC=C2)C=2C(=NC=CC2)N)=O)C(=O)OCC=2C(=NC=C(C2)[N+](=O)[O-])C2=C(C=NC=C2)F (3'-fluoro-5-nitro-[2,4'-bipyridyl]-3-yl)methanol methyl-6-((4-(2-(2-aminopyridin-3-yl)-5-phenyl-3H-imidazo[4,5-b]pyridin-3-yl)benzyl)carbamoyl)picolinate